BrCCN1N=CC(=C1C(=O)NCCO)[N+](=O)[O-] 1-(2-bromoethyl)-N-(2-hydroxyethyl)-4-nitro-1H-pyrazole-5-formamide